eudesmanE C[C@@H]1CCC[C@]2([C@H]1C[C@@H](CC2)C(C)C)C